6-(3-(fluoromethyl)-1-(3-nitrophenyl)-1H-pyrazol-4-yl)-3,4-dihydroisoquinolin-1(2H)-one FCC1=NN(C=C1C=1C=C2CCNC(C2=CC1)=O)C1=CC(=CC=C1)[N+](=O)[O-]